C(C)(C)(C)C1=NC(=NO1)C(=O)NC(C)C1=C(C(=C(C=C1)C1=CC(=NC=C1)NC(=O)C1CC1)F)Cl 5-(tert-butyl)-N-(1-(2-chloro-4-(2-(cyclopropanecarboxamido)pyridin-4-yl)-3-fluorophenyl)ethyl)-1,2,4-oxadiazole-3-carboxamide